4-(6-cyclopropyl-2-(methyl-d3)-1-oxo-1,2-dihydro-2,7-naphthyridin-4-yl)-2,6-dimethoxybenzaldehyde C1(CC1)C=1C=C2C(=CN(C(C2=CN1)=O)C([2H])([2H])[2H])C1=CC(=C(C=O)C(=C1)OC)OC